1-isothiocyanato-2-methoxybenzene N(=C=S)C1=C(C=CC=C1)OC